3-bromo-N1-(2,6-dibenzyloxy-3-pyridinyl)benzene-1,2-diamine BrC1=C(C(=CC=C1)NC=1C(=NC(=CC1)OCC1=CC=CC=C1)OCC1=CC=CC=C1)N